N1(N=NN=C1)C[C@H](C)OC=1C=C(C=CC1Cl)C=1C=NC(=NC1)NC=1C(=NN(C1)C1CCC(CC1)N1CCOCC1)OCCCOCCOCCOCCOCCOCCOC 5-(3-(((S)-1-(1H-tetrazol-1-yl)propan-2-yl)oxy)-4-chlorophenyl)-N-(3-((2,5,8,11,14,17-hexaoxaicosan-20-yl)oxy)-1-((1r,4r)-4-morpholinocyclohexyl)-1H-pyrazol-4-yl)pyrimidin-2-amine